8-chloro-2-(cis-3-methoxycyclobutyl)-1-[(2R,4R)-2-methyltetrahydro-2H-pyran-4-yl]-1H-imidazo[4,5-c]quinoline ClC1=CC=2C3=C(C=NC2C=C1)N=C(N3[C@H]3C[C@H](OCC3)C)[C@@H]3C[C@@H](C3)OC